C1(CC1)CN1C(=CC=2C1=NC(=CC2)C2=CC=1N(C=C2)C(=NN1)C)C1=NN2C(C(=CC(=C2)C(=O)N2C[C@@H](CCC2)N)F)=C1C (3R)-1-{2-[1-(cyclopropylmethyl)-6-{3-methyl-[1,2,4]triazolo[4,3-a]pyridin-7-yl}-1H-pyrrolo[2,3-b]pyridin-2-yl]-4-fluoro-3-methylpyrazolo[1,5-a]pyridine-6-carbonyl}piperidin-3-amine